BrC=1C=C(C(=C(C(=O)NC2=NC=C(C=C2)F)C1)F)F 5-bromo-2,3-difluoro-N-(5-fluoro-2-pyridinyl)benzamide